N-{8-(4-chlorophenoxy)-5,6,7,8-tetrahydroquinolin-5-yl}acrylamide ClC1=CC=C(OC2CCC(C=3C=CC=NC23)NC(C=C)=O)C=C1